2-(1-benzhydryl-azetidin-3-yl)-N-isopropyl-1,2,3,4-tetrahydroisoquinolin-6-amine C(C1=CC=CC=C1)(C1=CC=CC=C1)N1CC(C1)N1CC2=CC=C(C=C2CC1)NC(C)C